sodium β-resorcylate C(C=1C(O)=CC(O)=CC1)(=O)[O-].[Na+]